ClC=1C=CC(=C(CN(C(CC2=CC=CC=C2)=O)CCC2=CC=C(C=C2)S(NCC#C)(=O)=O)C1)OCCC N-(5-chloro-2-propoxybenzyl)-2-phenyl-N-(4-(N-(prop-2-yn-1-yl)sulfamoyl)phenethyl)acetamide